O1C(=NC2=C1C=CC=C2)C=2N=C(N(C(C2O)=O)C)N2[C@@H](C1=CC=C(C=C1CC2)C(=O)N)C2=CC=CC=C2 (1R)-2-[4-(1,3-benzoxazol-2-yl)-5-hydroxy-1-methyl-6-oxopyrimidin-2-yl]-1-phenyl-3,4-dihydro-1H-isoquinoline-6-carboxamide